3-(4-(2,3-dichloro-6-((2-(trimethylsilyl)ethoxy)methoxy)phenyl)-2-oxopyrrolidin-1-yl)-N-hydroxypropanamide ClC1=C(C(=CC=C1Cl)OCOCC[Si](C)(C)C)C1CC(N(C1)CCC(=O)NO)=O